N-(5-nitro-2-furylmethyl)-p-toluidine [N+](=O)([O-])C1=CC=C(O1)CNC1=CC=C(C=C1)C